FC=1C(=CC=2C3=C(NC(C2C1)=O)COC[C@H]3N(C(=O)C3=CC1=C(N3)C=CS1)C)F (S)-N-(8,9-difluoro-6-oxo-1,4,5,6-tetrahydro-2H-pyrano[3,4-c]isoquinolin-1-yl)-N-methyl-4H-thieno[3,2-b]pyrrole-5-carboxamide